C1(CC1)NC(=O)C1=C(C=C(C=C1OC)C1=CN=C2N1C=C(C(=C2)C=2C=NN(C2)C)OC(C(=O)OCC)C)OC(F)F ethyl 2-[3-[4-(cyclopropyl-carbamoyl)-3-(difluoromethoxy)-5-methoxy-phenyl]-7-(1-methylpyrazol-4-yl)imidazo[1,2-a]pyridin-6-yl]oxypropanoate